N-(5-(2-aminopropan-2-yl)-4'-((4-methyl-6-(methylsulfonyl)pyridin-2-yl)amino)-[2,3'-bipyridin]-6'-yl)acetamide NC(C)(C)C=1C=CC(=NC1)C=1C=NC(=CC1NC1=NC(=CC(=C1)C)S(=O)(=O)C)NC(C)=O